hexamethylenebis(3,5-di-t-butyl-4-hydroxybenzylamide) C(C)(C)(C)C=1C=C(C[N-]CCCCCC[N-]CC2=CC(=C(C(=C2)C(C)(C)C)O)C(C)(C)C)C=C(C1O)C(C)(C)C